(S)-N-(3-(5-(2-aminopyrimidin-4-yl)-2-(4-(4-((1-(5-(2,6-dioxopiperidin-3-yl)pyridin-2-yl)piperidin-4-yl)methyl)piperazin-1-yl)phenyl)thiazol-4-yl)-2-fluorophenyl)propane-1-sulfonamide NC1=NC=CC(=N1)C1=C(N=C(S1)C1=CC=C(C=C1)N1CCN(CC1)CC1CCN(CC1)C1=NC=C(C=C1)[C@H]1C(NC(CC1)=O)=O)C=1C(=C(C=CC1)NS(=O)(=O)CCC)F